FC1=C(C(=CC=C1C=1N=CN(C1)C1=C(C=CC=C1)C)O)N1CC(NS1(=O)=O)=O 5-(2-fluoro-6-hydroxy-3-(1-(o-tolyl)-1H-imidazol-4-yl)phenyl)-1,2,5-thiadiazolidin-3-one 1,1-dioxide